FC1=CC(=CC2=C1N=C(O2)C)NC(=O)N2CCC=1C2=NC=CC1N1CCN(CC1)C(=O)OC(C)(C)C tert-butyl 4-(1-((4-fluoro-2-methylbenzo[d]oxazol-6-yl)carbamoyl)-2,3-dihydro-1H-pyrrolo[2,3-b]pyridin-4-yl)piperazine-1-carboxylate